NC(CCCCCCCCCCCCCCCCC=C)(N)N triaminononadecene